Methyl 6-cyclobutoxy-2-(1-methyl-2-oxabicyclo[2.2.1]heptan-4-yl)-2H-indazole-5-carboxylate C1(CCC1)OC=1C(=CC2=CN(N=C2C1)C12COC(CC1)(C2)C)C(=O)OC